N-(3-(4-(2,6-dioxo-piperidin-3-yl)quinazolin-6-yl)prop-2-yn-1-yl)-5-(8-(7-isopropyl-1,3-dimethyl-2-oxo-2,3-dihydro-1H-benzo[d]imidazol-5-yl)isoquinolin-3-yl)picolinamide O=C1NC(CCC1C1=NC=NC2=CC=C(C=C12)C#CCNC(C1=NC=C(C=C1)C=1N=CC2=C(C=CC=C2C1)C1=CC2=C(N(C(N2C)=O)C)C(=C1)C(C)C)=O)=O